O1CCC(=CC1)C1=NN2C(NC3=C(C2=O)C2(OCC3)CCN(CC2)C(=O)OC(C)(C)C)=N1 tert-butyl 2'-(3,6-dihydro-2H-pyran-4-yl)-9'-oxo-4',5',6',9'-tetrahydrospiro[piperidine-4,8'-pyrano[4,3-d][1,2,4]triazolo[1,5-a]pyrimidine]-1-carboxylate